O1CC(C1)N1CCNC2(CC2)C1 7-(oxetan-3-yl)-4,7-diazaspiro[2.5]octane